N1=CN=C(C2=C1NC=C2)NC2=C(C=CC(=C2)C#CC(C)(C=2SC=CN2)O)N2CCC(CC2)C#N 1-(2-((7H-pyrrolo[2,3-d]pyrimidin-4-yl)amino)-4-(3-hydroxy-3-(thiazol-2-yl)but-1-yn-1-yl)phenyl)piperidine-4-carbonitrile